2-(1-(cyclopropylmethyl)-7-(piperidin-4-yl)-1H-indol-2-yl)-4-methoxy-3-methylpyrazolo[1,5-a]pyridine-6-carboxylic acid methyl ester COC(=O)C=1C=C(C=2N(C1)N=C(C2C)C=2N(C1=C(C=CC=C1C2)C2CCNCC2)CC2CC2)OC